(S)-2-chloro-N-(7-(8-ethyl-2-(piperidin-3-ylamino)quinazolin-6-yl)pyrrolo[2,1-f][1,2,4]triazin-4-yl)benzenesulfonamide ClC1=C(C=CC=C1)S(=O)(=O)NC1=NC=NN2C1=CC=C2C=2C=C1C=NC(=NC1=C(C2)CC)N[C@@H]2CNCCC2